2,2'-oxo-diethanol O(CCO)CCO